3-(oxan-4-yloxy)propanoate O1CCC(CC1)OCCC(=O)[O-]